benzyl 3-{2-[(tert-butyldimethylsilyl)oxy]ethyl}-3H,4H,5H,6H,7H-imidazo[4,5-c]pyridine-5-carboxylate [Si](C)(C)(C(C)(C)C)OCCN1C=NC2=C1CN(CC2)C(=O)OCC2=CC=CC=C2